C1=C(C=CC=2SC3=CC=CC=C3NC12)C(C)C=1C=C(C#N)C=CC1 3-(1-(10H-phenothiazin-2-yl)ethyl)benzonitrile